(2R,3R,4S,5R)-2-(2,6-diamino-9H-purin-7-yl)-5-(hydroxymethyl)tetrahydro-furan-3,4-diol NC1=NC(=C2N(CNC2=N1)[C@@H]1O[C@@H]([C@H]([C@H]1O)O)CO)N